N-(4-{[6-(5-chloro-2-fluorophenyl)-3-(2-methoxyethoxy)pyridazin-4-yl]amino}pyridin-2-yl)-3-[4-(2,2,2-trifluoroethyl)piperazin-1-yl]propanamide ClC=1C=CC(=C(C1)C1=CC(=C(N=N1)OCCOC)NC1=CC(=NC=C1)NC(CCN1CCN(CC1)CC(F)(F)F)=O)F